ClC1=NC=C(C(=N1)C=1C=C(C2=C(N(C(=N2)C)C(C)C)C1)F)OC 6-(2-chloro-5-methoxypyrimidin-4-yl)-4-fluoro-1-isopropyl-2-methyl-1H-benzo[d]imidazole